C(#N)C=1C=C(C=CC1OCC)C=1N=C(SC1)C(=O)O (3-cyano-4-ethoxyphenyl)thiazole-2-carboxylic acid